N-(5-fluoro-1-methyl-1H-pyrazol-4-yl)-1-methylpiperidin-4-amine FC1=C(C=NN1C)NC1CCN(CC1)C